ClC1=NC(=NC(=C1)Cl)C#N 4,6-dichloropyrimidine-2-carbonitrile